O[C@H]1[C@H](CC1)NC1=CC(=CC(=N1)N1C(C2=CC=CC(=C2C1)C(F)(F)F)=O)[C@@H](CC1=NN=CN1C)C 2-(6-(((1S,2R)-2-hydroxycyclobutyl)amino)-4-((R)-1-(4-methyl-4H-1,2,4-triazol-3-yl)propan-2-yl)pyridin-2-yl)-4-(trifluoromethyl)isoindolin-1-one